tert-butyl (R)-(3-(3-((6-(2-hydroxy-4-(trifluoromethyl)phenyl)-5-methylpyridazin-3-yl)amino)piperidin-1-yl)cyclobutyl)carbamate OC1=C(C=CC(=C1)C(F)(F)F)C1=C(C=C(N=N1)N[C@H]1CN(CCC1)C1CC(C1)NC(OC(C)(C)C)=O)C